4-[3-Hydroxy-8-(3-trifluoromethoxy-phenyl)-quinolin-2-yl]-4-oxo-butyric acid ethyl ester C(C)OC(CCC(=O)C1=NC2=C(C=CC=C2C=C1O)C1=CC(=CC=C1)OC(F)(F)F)=O